FC1=CC=C(C=C1)S(=O)(=O)N1C(SCC1O)(C(=O)OC)C methyl 3-((4-fluorophenyl) sulfonyl)-4-hydroxy-2-methylthiazolidine-2-carboxylate